BrCCC1CCCC1 3-(2-bromoethyl)cyclopentane